6-(1H-imidazol-1-yl)-N-(3-iodophenyl)picolinamide N1(C=NC=C1)C1=CC=CC(=N1)C(=O)NC1=CC(=CC=C1)I